(1-hydroxy-6,6,9-trimethyl-3-pentyl-6a,7,8,10a-tetrahydro-6H-benzo[c]chromen-2-yl)(4-methylpiperazin-1-yl)methanone OC1=C2C3C(C(OC2=CC(=C1C(=O)N1CCN(CC1)C)CCCCC)(C)C)CCC(=C3)C